tert-butyl 8-(1-((7-fluoro-2-methyl-2H-indazol-5-yl)carbamoyl)-2,3-dihydro-1H-pyrrolo[2,3-b]pyridin-4-yl)-2-oxa-5,8-diazaspiro[3.5]nonane-5-carboxylate FC1=CC(=CC2=CN(N=C12)C)NC(=O)N1CCC=2C1=NC=CC2N2CCN(C1(COC1)C2)C(=O)OC(C)(C)C